NC=1N=NC(=CC1N1CC(CCC1)C1=C(C=C(C(=O)[O-])C=C1F)F)Cl 4-(1-(3-amino-6-chloropyridazin-4-yl)piperidin-3-yl)-3,5-difluorobenzoate